C12C(C(C(C3C4CCC(C13)C4)C2)CO)CO decahydro-1,4:5,8-dimethanonaphthalene-dimethanol